C1(CC1)NCC N-cyclopropyl-N-ethylamine